(E)-5,5'-dihydroxy-2H,2'H-[3,3'-bipyridinylidene] OC1=C\C(\CN=C1)=C\1/CN=CC(=C1)O